BrC=1C=C(C2=C(CN(S(O2)(=O)=O)C(=O)OC(C)(C)C)C1)OC tert-butyl 6-bromo-8-methoxy-2,2-dioxo-2H-1,2λ6,3-benzoxathiazine-3(4H)-carboxylate